C1(CC1)C=1C=C(C(=O)N=C2NCCN2)C=C(C1NC1=CC(=CC=C1)C(NC12CC3CC(CC(C1)C3)C2)=O)F 3-cyclopropyl-5-fluoro-N-[(2Z)-imidazolidin-2-ylidene]-4-[(3-{[(1S,3R,5S,7S)-adamantan-1-yl]carbamoyl}phenyl)amino]benzamide